(2E)-3-cyclopropyl-2-(dimethoxymethyl)prop-2-enenitrile C1(CC1)/C=C(\C#N)/C(OC)OC